(+)-α-Amino-4-carboxy-2-methylbenzeneacetic acid NC(C(=O)O)C1=C(C=C(C=C1)C(=O)O)C